N-(4-(2-((2R,5S)-2-(1-(4-bromophenyl)-3-(4-fluorophenyl)-1H-pyrazole-4-yl)-5-methyl-4-oxooxazolidin-3-yl)ethyl)-2-fluorophenyl)acetamide BrC1=CC=C(C=C1)N1N=C(C(=C1)[C@H]1O[C@H](C(N1CCC1=CC(=C(C=C1)NC(C)=O)F)=O)C)C1=CC=C(C=C1)F